4-(2-ethoxyethoxy)aniline pentyl-bromophosphate C(CCCC)OP(=O)(O)Br.C(C)OCCOC1=CC=C(N)C=C1